NC1=NN=C(S1)OCC1CCC(CC1)(O)C (1s,4s)-4-(((5-amino-1,3,4-thiadiazol-2-yl)oxy)methyl)-1-methylcyclohexane-1-ol